FC=1C(NC(N(C1)[C@@H]1OCCC1)=O)=O |r| (RS)-5-fluoro-1-(tetrahydrofuran-2-yl)pyrimidine-2,4(1h,3h)-dione